5-bromo-3-(6-fluoro-2-methoxy-3-nitrobenzoyl)-1H-pyrrolo[2,3-b]pyridine BrC=1C=C2C(=NC1)NC=C2C(C2=C(C(=CC=C2F)[N+](=O)[O-])OC)=O